1-benzyl-3-(2-(4-ethylpiperazin-1-yl)-5-(4-(4-((6-(trifluoromethyl)pyridazin-3-yl)oxy)phenyl)-piperidine-1-carbonyl)phenyl)urea C(C1=CC=CC=C1)NC(=O)NC1=C(C=CC(=C1)C(=O)N1CCC(CC1)C1=CC=C(C=C1)OC=1N=NC(=CC1)C(F)(F)F)N1CCN(CC1)CC